FC(OC1=NC(=CC=C1NC(=O)C1(CN(C1)C1=CC=CC(=N1)C(=O)O)C1=C(C=CC=C1)C(C)C)C)F 6-(3-((2-(difluoromethoxy)-6-methylpyridin-3-yl)carbamoyl)-3-(2-isopropylphenyl)azetidin-1-yl)picolinic acid